FC1=C(C=CC2=C1N(C(=N2)C2=CC=C(C=C2)S(=O)(=O)C)C)C2CCN(CC2)C=2C=CN(C=CC2)C(C)C 7-fluoro-6-(1-(1-isopropylazepin-4-yl)piperidin-4-yl)-1-methyl-2-(4-(methylsulfonyl)phenyl)-1H-benzo[d]imidazole